CCCCOCCOCCOCCOCCCCCC 5,8,11,14-tetraoxaicosane